P(O)(=O)(OP(=O)(O)OP(=O)(O)O)OC[C@@H]1[C@H](C[C@@H](O1)N1C(=O)NC(=O)C(=C1)C=O)O 5-Formyl-2'-deoxyuridine-5'-triphosphate